3-[4-[2-[5-amino-8-(2,6-dimethyl-4-pyridinyl)-3-oxo-7-phenyl-[1,2,4]triazolo[4,3-c]pyrimidin-2-yl]ethyl]-1-piperidinyl]propionic acid NC1=NC(=C(C=2N1C(N(N2)CCC2CCN(CC2)CCC(=O)O)=O)C2=CC(=NC(=C2)C)C)C2=CC=CC=C2